C12CNCCC(CC1)N2C2=NC(=NC1=C(C(=C(C=C21)Cl)C2=CC=CC1=C2N=C(S1)N)F)OC[C@H]1N(CCC1)C 4-(4-(3,9-diazabicyclo-[4.2.1]nonan-9-yl)-6-chloro-8-fluoro-2-(((S)-1-methyl-pyrrolidin-2-yl)methoxy)-quinazolin-7-yl)benzo[d]-thiazol-2-amine